6-chloro-N-ethoxy-4-((3-(6-fluoropyridin-3-yl)-2-methoxyphenyl)amino)nicotinamide ClC1=NC=C(C(=O)NOCC)C(=C1)NC1=C(C(=CC=C1)C=1C=NC(=CC1)F)OC